FC=1C=C(C=CC1F)C=1C=C(C=NC1)OC=1C=CC(=C(N)C1)OC1=CC=C(C=C1)S(=O)(=O)C 5-{[5-(3,4-difluorophenyl)pyridin-3-yl]oxy}-2-(4-methanesulfonyl-phenoxy)aniline